N1(C=NC=C1)CC1=CC(=C2CCN(C(C2=C1)=O)C1=CC(=NC2=C(N=C(C=C12)CC)OC)C)C=1C(=NN(C1)C)C(F)(F)F 7-((1H-Imidazol-1-yl)methyl)-2-(6-ethyl-8-methoxy-2-methyl-1,7-naphthyridin-4-yl)-5-(1-methyl-3-(trifluoromethyl)-1H-pyrazol-4-yl)-3,4-dihydroisoquinolin-1(2H)-one